amino-γ-methylthiobutanoic acid NC(C(=S)O)CCC